3-((2-((2-(difluoromethoxy)-4-(4-(4-isopropylpiperazin-1-yl)piperidin-1-yl)phenyl)amino)-5-(trifluoromethyl)pyrimidin-4-yl)amino)thiophene-2-carboxamide FC(OC1=C(C=CC(=C1)N1CCC(CC1)N1CCN(CC1)C(C)C)NC1=NC=C(C(=N1)NC1=C(SC=C1)C(=O)N)C(F)(F)F)F